(4-((4-chloro-2-fluorophenoxy)methyl)pyridin-2-yl)pyrrolidine-1-carboxylic acid tert-butyl ester C(C)(C)(C)OC(=O)N1C(CCC1)C1=NC=CC(=C1)COC1=C(C=C(C=C1)Cl)F